CC(C(=O)OCC(C)OC1=CC=CC=C1)=C 2-phenoxypropyl 2-methyl-2-propenoate